(R)-4-((1-(3-(difluoromethyl)-2-fluorophenyl)ethyl)amino)-2-methyl-6-(piperidin-4-yl)pyrido[2,3-d]pyrimidin-7(8H)-one FC(C=1C(=C(C=CC1)[C@@H](C)NC=1C2=C(N=C(N1)C)NC(C(=C2)C2CCNCC2)=O)F)F